1H-purin N1C=NC2=NC=NC2=C1